(2R,4R)-4-(2-aminoacetamido)-2-(4-boronobutyl)pyrrolidine-2-carboxylic acid NCC(=O)N[C@@H]1C[C@@](NC1)(C(=O)O)CCCCB(O)O